1-(5-chloro-2-((6-methoxy-2-methyl-1,2,3,4-tetrahydroisoquinolin-7-yl)amino)pyrimidin-4-yl)-3-methylindolin-3-carboxamide ClC=1C(=NC(=NC1)NC1=C(C=C2CCN(CC2=C1)C)OC)N1CC(C2=CC=CC=C12)(C(=O)N)C